NC1=NN(C(=C1)C1=CC(=C(C=C1)C#N)F)C1=CC2=C(OCCN2C(=O)OC(C)(C)C)C=C1 Tert-butyl 6-(3-amino-5-(4-cyano-3-fluorophenyl)-1H-pyrazol-1-yl)-2,3-dihydro-4H-benzo[b][1,4]oxazine-4-carboxylate